(Z)-3-Fluoro-4-(2-isopropylphenylsulfonyl)but-2-en-1-amin F\C(=C/CN)\CS(=O)(=O)C1=C(C=CC=C1)C(C)C